C(=O)(O)NC([C@@H](N)CCC(N)=O)=O glutamine carboxyamide